C(#N)C1=C(N=CN1C1CC1)/C=C/C=1N=C(SC1)NC(OC(C)(C)C)=O tert-butyl N-{4-[(E)-2-(5-cyano-1-cyclopropylimidazol-4-yl)ethenyl]-1,3-thiazol-2-yl}carbamate